N1C=C(C=2C1=NC=CC2)C=2SC=C(N2)C=2C=C(C=CC2)[C@]2(C(CC=1C2=NC=CC1)(C)C)O (S)-7-(3-(2-(1H-Pyrrolo[2,3-b]pyridin-3-yl)thiazol-4-yl)phenyl)-6,6-dimethyl-6,7-dihydro-5H-cyclopenta[b]pyridin-7-ol